diisopropoxy-bisethylacetoacetate C(C)(C)OC(C(=O)[O-])(C(=O)C(CC)CC)OC(C)C